C1(CC1)C=1C(=NN(C(C1\C=C\OCC)=O)[C@H](C(=O)[O-])CC(C)C)C (S,E)-2-(4-cyclopropyl-3-Methyl (2-ethoxyvinyl)-6-oxopyridazin-1(6H)-yl)-4-methylpentanoate